C1([N+](=O)[O-])=CC([N+](=O)[O-])=CC([N+](=O)[O-])=C1O.C1([N+](=O)[O-])=CC([N+](=O)[O-])=CC([N+](=O)[O-])=C1O.NC1=NNC=C1C1=NN=C(N1N)N 3-amino-4-(4,5-diamino-1,2,4-triazol-3-yl)pyrazole bispicrate salt